C(C)(=O)O[C@@H]1O[C@H]([C@H]([C@@H]1C1=C(C(=O)[O-])C=CC=C1)C1=C(C(=O)[O-])C=CC=C1)COCC1=CC=CC=C1 (2S,3R,4R,5R)-2-acetoxy-5-((benzyloxy)methyl)tetrahydrofuran-3,4-diyldibenzoate